hexanoic acid (2,3,5,6-tetrafluorophenyl) ester FC1=C(C(=C(C=C1F)F)F)OC(CCCCC)=O